O=C1N(C(C2=CC=CC=C12)=O)C1OCC2C1CC(C2)C(=O)[O-] 1,3-dioxoisoindolin-2-ylhexahydro-1H-cyclopenta[c]Furan-5-carboxylate